COC1=CC(=CC=2OCOC21)[N+](=O)[O-] 4-methoxy-6-nitrobenzo[d][1,3]dioxole